C1(C=CC(CC1)C(=C)C)(C)O 2,8-Menthadien-1-ol